3-(1-isopropyl-3-(6-(trifluoromethyl)pyridin-2-yl)-1H-pyrazol-5-yl)cyclopentanone C(C)(C)N1N=C(C=C1C1CC(CC1)=O)C1=NC(=CC=C1)C(F)(F)F